CC1=NC(=NC=C1)C1=CC=C(OC2=C3CC[C@@H](C3=CC=C2[N+](=O)[O-])OP(=O)(N2CC2)N2CC2)C=C1 bis(aziridin-1-yl)phosphinic acid (S)-4-(4-(4-methylpyrimidin-2-yl) phenoxy)-5-nitro-2,3-dihydro-1H-inden-1-yl ester